2,5-dimercapto-1,4-dithiacyclohexane SC1SCC(SC1)S